C(C)(C)(C)OC(=O)N1[C@H](CC2(CC1)OCCC1=C2SC(=C1I)Cl)C (2's)-2-chloro-3-iodo-2'-methyl-spiro[4,5-dihydrothieno[2,3-C]pyran-7,4'-piperidine]-1'-carboxylic acid tert-butyl ester